COC1=C(CNC=2C=3N(C4=CC(=C(C=C4N2)C(F)(F)F)C(=O)N([C@@H]2COCC4=CC(=CC=C24)C(F)(F)F)C)C=NC3)C=CC(=C1)OC (S)-4-((2,4-dimethoxybenzyl)amino)-N-methyl-7-(trifluoromethyl)-N-(7-(trifluoromethyl)isochroman-4-yl)imidazo[1,5-a]quinoxaline-8-carboxamide